CC[NH+](CC)C(C)C(=O)C1=CC=CC=C1.[Cl-] The molecule is the hydrochloride salt of diethylpropion. A central stimulant and indirect-acting sympathomimetic, it is an appetite depressant and is used as an anoretic in the short term management of obesity. It has a role as an appetite depressant. It contains a diethylpropion.